37-methylnonatriacontyl laurate C(CCCCCCCCCCC)(=O)OCCCCCCCCCCCCCCCCCCCCCCCCCCCCCCCCCCCCC(CC)C